N1[C@@H](CCC1)C(=O)NCCCC[C@H](N)C(=O)O N6-prolyl-lysine